C(=O)(OC(C)(C)C)[C@@H](CCN)N (R)-3-Boc-1,3-propanediamine